N1(CCCCC1)CCNC(=O)C1CCN(CC1)C1=C2C=CC=NC2=C(C=C1)C(F)(F)F 1-(8-Trifluoromethyl-quinolin-5-yl)-piperidine-4-carboxylic acid (2-piperidin-1-yl-ethyl)-amide